CN1C(OC2=C1C=C(C=C2)NC2=CC=C(C=C2)N2CCCCC2)=O 3-methyl-5-((4-(piperidin-1-yl)phenyl)amino)benzo[d]oxazol-2(3H)-one